2-[(1R)-1-amino-2-methylpropyl]-5-chloro-N-[(furan-2-yl)methyl]-3-methylthieno[3,2-b]pyridin-7-amine hydrochloride Cl.N[C@H](C(C)C)C1=C(C2=NC(=CC(=C2S1)NCC=1OC=CC1)Cl)C